[Al].O=[O+][O-] ozone aluminum